ClC1=CC(=C(COC2=CC=CC(=N2)C2CCC(CC2)CC2=NC3=C(N2C[C@H]2OCC2)C=C(C=C3)C(=O)O)C=C1)F (S)-2-((4-(6-((4-chloro-2-fluorobenzyl)oxy)pyridin-2-yl)cyclohexyl)methyl)-1-(oxetan-2-ylmethyl)1H-benzo[d]imidazole-6-carboxylic acid